BrC1=CC=CC2=NC3=C(C=CC=C3N=C12)Br 1,6-dibromophenazine